5-(5-(3,5-dichloro-4-fluorophenyl)-5-(trifluoromethyl)-4,5-dihydroisoxazol-3-yl)-N-((R)-2-ethyl-3-oxoisoxazolidin-4-yl)-5,6-dihydro-4H-thieno[2,3-c]pyrrole-2-carboxamide ClC=1C=C(C=C(C1F)Cl)C1(CC(=NO1)N1CC2=C(C1)C=C(S2)C(=O)N[C@H]2C(N(OC2)CC)=O)C(F)(F)F